C(C1=CC=C(C(=O)[O-])C=C1)(=O)[O-].C(C1=CC=CC=C1)[N+](C1=CC=CC=C1)(C)C.C(C1=CC=CC=C1)[N+](C)(C)C1=CC=CC=C1 benzyl-dimethyl-phenyl-ammonium terephthalate